C(C1=CC=CC=C1)N(C1=NC(=NC2=C1N=C(N=C2N2CC(N(CC2)C)=O)N(CCOCC)CCOCC)N(CCOCC)CCOCC)C 4-(8-(benzyl(methyl)amino)-2,6-bis(bis(2-ethoxyethyl)amino)pyrimido[5,4-d]pyrimidin-4-yl)-1-methylpiperazin-2-one